benzyl (1R,5S)-4-(benzyloxy)-3-formyl-2-azabicyclo[3.2.0]heptane-2-carboxylate C(C1=CC=CC=C1)OC1C(N([C@@H]2CC[C@H]12)C(=O)OCC1=CC=CC=C1)C=O